1-(6-methoxynaphthalen-2-yl)ethanone COC=1C=C2C=CC(=CC2=CC1)C(C)=O